4-chloro-N-(1-(2-hydroxy-5-methylphenyl)naphthalen-2-yl)benzamide ClC1=CC=C(C(=O)NC2=C(C3=CC=CC=C3C=C2)C2=C(C=CC(=C2)C)O)C=C1